N-(2-(4-Cyanothiazolidin-3-yl)-2-oxoethyl)-6-((4,6-dimethylpyridin-3-yl)methyl)quinoline-4-carboxamide C(#N)C1N(CSC1)C(CNC(=O)C1=CC=NC2=CC=C(C=C12)CC=1C=NC(=CC1C)C)=O